N=1OC(=C2C1C=CC=C2)C(=O)N2CC1(CN(C1)C(=O)C1C(C1)(F)F)[C@H](C2)C=2OC(=NN2)C(F)(F)C2=CC(=C(C=C2)Cl)Cl (R)-benzo[c]isoxazol-3-yl(8-(5-((3,4-dichlorophenyl)difluoromethyl)-1,3,4-oxadiazol-2-yl)-2-(2,2-difluorocyclopropane-1-carbonyl)-2,6-diazaspiro[3.4]octan-6-yl)methanone